Ethyl α-(1-methylethyl)-3-pyridinepropanoate CC(C)C(C(=O)OCC)CC=1C=NC=CC1